Cl.N1CC(C1)C(=O)OC methyl azetidine-3-carboxylate HCl